FC1(C(C1)CN[C@@H]1CSC2=C(C1)C(=C(C(=C2)O)N2CC(N[SH2]2=O)=O)F)F 5-[(3S)-3-{[(2,2-Difluorocyclopropyl)methyl]amino}-5-fluoro-7-hydroxy-3,4-dihydro-2H-1-benzothiopyran-6-yl]-1λ6,2,5-thiadiazolidine-1,3-dione